4-methoxy-2-((2-methoxyethyl)(methyl)amino-5-((6-((R)-3-phenylisoxazolidine-2-yl)pyrimidine-4-yl)amino)phenyl)acrylamide COC1=C(C(=C(C=C1NC1=NC=NC(=C1)N1OCC[C@@H]1C1=CC=CC=C1)C(C(=O)N)=C)NC)CCOC